4-[5-(6-Fluoroquinolin-2-yl)-3-(4-methoxyphenyl)-1H-pyrazol-1-yl]benzenesulfonamide FC=1C=C2C=CC(=NC2=CC1)C1=CC(=NN1C1=CC=C(C=C1)S(=O)(=O)N)C1=CC=C(C=C1)OC